C(C)C1=CC=C(CC2C(N(C(S2)=O)CCCC(=O)NC2=CC(=C(C(=O)O)C=C2)O)=O)C=C1 4-(4-(5-(4-ethylbenzyl)-2,4-dioxothiazolidin-3-yl)butanamido)-2-hydroxybenzoic acid